OC1CC(C1)OC1=C2C(=NC(=C1)C1=CN(C3=CN=C(C=C31)NC(C)=O)C)C3(OCC2)COCC3 N-(3-(4'-((1s,3s)-3-hydroxycyclobutoxy)-4,5,5',6'-tetrahydro-2H-spiro[furan-3,8'-pyrano[3,4-b]pyridin]-2'-yl)-1-methyl-1H-pyrrolo[2,3-c]pyridin-5-yl)acetamide